((2s,3r)-3-((tert-butyldimethylsilyl)oxy)pent-4-en-2-yl)carbamic acid benzyl ester C(C1=CC=CC=C1)OC(N[C@@H](C)[C@@H](C=C)O[Si](C)(C)C(C)(C)C)=O